3-(TRIFLUOROMETHYLTHIO)-BENZENEBORONIC ACID FC(SC=1C=C(C=CC1)B(O)O)(F)F